6-(3-(m-tolyl)azetidin-1-yl)quinoline-4-carboxylic acid C1(=CC(=CC=C1)C1CN(C1)C=1C=C2C(=CC=NC2=CC1)C(=O)O)C